9-(5-((1-(3,3-difluoropropyl)azetidin-3-ylidene)methyl)-3-fluoropyridin-2-yl)-8-(4,4-dimethylcyclohexyl)-6,7-dihydro-5H-benzo[7]annulene-3-carboxylic acid FC(CCN1CC(C1)=CC=1C=C(C(=NC1)C1=C(CCCC2=C1C=CC(=C2)C(=O)O)C2CCC(CC2)(C)C)F)F